dibenzyl 8,8'-((4-((tert-butoxycarbonyl) amino)butyl)azanediyl)bis(7-((tert-butyldimethylsilyl)oxy)octanoate) C(C)(C)(C)OC(=O)NCCCCN(CC(CCCCCC(=O)OCC1=CC=CC=C1)O[Si](C)(C)C(C)(C)C)CC(CCCCCC(=O)OCC1=CC=CC=C1)O[Si](C)(C)C(C)(C)C